(4-(6-((4-chloro-2-fluorobenzyl)oxy)pyridin-2-yl)-2,5-difluorobenzyl)-1-(2-isobutoxyethyl)-1H-benzo[d]imidazole-6-carboxylic acid ClC1=CC(=C(COC2=CC=CC(=N2)C2=CC(=C(CC3=NC4=C(N3CCOCC(C)C)C=C(C=C4)C(=O)O)C=C2F)F)C=C1)F